[C@@H]1([C@H](O)[C@H](O)[C@@H](CO)O1)N1C(=O)NC(=O)C=C1 URIDIN